mesityl(o-tolyl)iodonium triflate [O-]S(=O)(=O)C(F)(F)F.C1(=C(C(=CC(=C1)C)C)[I+]C1=C(C=CC=C1)C)C